5-(piperidin-4-ylmethyl)hexahydropyrrolo[3,4-C]pyrrole-2(1H)-carboxylic acid tert-butyl ester C(C)(C)(C)OC(=O)N1CC2CN(CC2C1)CC1CCNCC1